C(#N)N1C2C(CC1CC2)NC(=O)C=2C=C1CCN(C1=CC2)C2=NC(=CC(=N2)C)C endo-N-(7-cyano-7-azabicyclo[2.2.1]heptan-2-yl)-1-(4,6-dimethyl-2-pyrimidinyl)-2,3-dihydro-1H-indole-5-carboxamide